5-Bromo-3-fluoro-2-hydroxybenzenesulfonyl chloride BrC=1C=C(C(=C(C1)S(=O)(=O)Cl)O)F